COC1=NC(=CC(=C1C#N)C=1C=NC=CC1)C1=CC=CC=C1 2'-Methoxy-6'-phenyl-[3,4']bipyridinyl-3'-carbonitrile